3-(3-bromophenoxy)-N-(3-bromophenyl)-2-chloro-N-phenylaniline BrC=1C=C(OC=2C(=C(N(C3=CC=CC=C3)C3=CC(=CC=C3)Br)C=CC2)Cl)C=CC1